1,1,2-trichloropropane ClC(C(C)Cl)Cl